ClC1=C2N=CN(C2=NC(=N1)N)CC1=CC=C(C=C1)F 6-Chloro-9-(4-fluorobenzyl)-9H-purin-2-amine